tert-Butyl 4-(4-(4-(4-(1-(tert-butoxycarbonyl)-1,2,3,6-tetrahydropyridin-4-yl)-3-methylphenyl)-1H-1,2,3-triazol-1-yl)phenyl)-5,6-dihydropyridine-1(2H)-carboxylate C(C)(C)(C)OC(=O)N1CCC(=CC1)C1=C(C=C(C=C1)C=1N=NN(C1)C1=CC=C(C=C1)C1=CCN(CC1)C(=O)OC(C)(C)C)C